1H-pyrrolo[2,3-b]pyridine-5-carboxylic acid methyl ester COC(=O)C=1C=C2C(=NC1)NC=C2